COC[C@H](N)C1=CC(=CC=C1)OC(F)(F)F (R)-2-methoxy-1-(3-(trifluoromethoxy)phenyl)ethanamine